Cl.Cl.N1=CC=C(C2=CC=CC=C12)C(=O)O Quinoline-4-carboxylic acid dihydrochloride